C(C)OC1=NC(=NC=C1C(=O)NC1=CC2=CN(N=C2C(=C1)F)C)N1C[C@H](NCC1)C (R)-4-ethoxy-N-(7-fluoro-2-methyl-2H-indazol-5-yl)-2-(3-methylpiperazin-1-yl)pyrimidine-5-carboxamide